6-Boc-2-hydroxy-6-azaspiro[3.4]octane C(=O)(OC(C)(C)C)N1CC2(CC(C2)O)CC1